1-(4-(7-(bicyclo[4.2.0]octa-1,3,5-trien-2-yl)-1-fluoro-3,8,9,10-tetrahydrocyclohepta[e]indazol-6-yl)phenyl)piperidine-4-carbaldehyde C12=C(C=CC=C2CC1)C1=C(C2=C(C=3C(=NNC3C=C2)F)CCC1)C1=CC=C(C=C1)N1CCC(CC1)C=O